(5S,8S)-N-(3-chloro-2,6-difluorobenzyl)-5-fluoro-8-hydroxy-5,6,7,8-tetra-hydroquinoline-5-carboxamide ClC=1C(=C(CNC(=O)[C@]2(C=3C=CC=NC3[C@H](CC2)O)F)C(=CC1)F)F